C1(CCCCC1)N1N=C(C2=CC=CC=C2C1=O)C=1C=C(C=CC1)C(C(=O)NC)(C)C 2-(3-(3-Cyclohexyl-4-oxo-3,4-dihydrophthalazin-1-yl)phenyl)-N,2-dimethylpropanamide